3-hydroxy-3-methylbutyl-4-(isopropylamino)quinoline-3-carboxamide OC(CCC1=NC2=CC=CC=C2C(=C1C(=O)N)NC(C)C)(C)C